C(CN(CCO)CCO)N(CCO)CCO N,N,N',N'-Tetrakis(2-hydroxyethyl)ethylenediamine